N-((S)-2,2-dicyclopropyl-1-(5-(((S)-2-oxo-4-(trifluoro-methyl)imidazolidin-1-yl)methyl)benzo[d]oxazol-2-yl)ethyl)-1-methyl-1H-pyrazole-5-carboxamide C1(CC1)C([C@@H](C=1OC2=C(N1)C=C(C=C2)CN2C(N[C@@H](C2)C(F)(F)F)=O)NC(=O)C2=CC=NN2C)C2CC2